F[C@H]1CN(C[C@@H]1NC1=NC(=CC=C1)C1=CN=C2N1N=C(C=C2)C=2C=NN(C2)C)C(=O)OC(C)(C)C tert-butyl (3S,4S)-3-fluoro-4-[[6-[6-(1-methylpyrazol-4-yl)imidazo[1,2-b]pyridazin-3-yl]-2-pyridyl]amino]pyrrolidine-1-carboxylate